BrC1=CC(=C(C(=C1)C)N1CC(NC(C1)C)C)C 1-(4-bromo-2,6-dimethylphenyl)-3,5-dimethylpiperazine